[O].[Eu].[Zr].[Gd] gadolinium zirconium europium oxygen